C(C)C1CN(CCCN1)C1=NC(=CC(=N1)NC=1C=C2C=NNC2=CC1)C N-(2-(3-ethyl-1,4-diazepan-1-yl)-6-methylpyrimidin-4-yl)-1H-indazol-5-amine